3,5-bis(difluoromethyl)pyrazole FC(C1=NNC(=C1)C(F)F)F